(S)-4-((6'-chloro-5-(2-fluoropropan-2-yl)-[2,3'-bipyridin]-4'-yl)amino)butan-2-ol ClC1=CC(=C(C=N1)C1=NC=C(C=C1)C(C)(C)F)NCC[C@H](C)O